[N+](=O)([O-])C1OC2=CC=C(C=C2CC1)O Nitrochroman-6-ol